mono-2-picolylamine N1=C(C=CC=C1)CN